C(C)C1=NC=2C(=NC(=CC2C)C)N1CC1=CC=C(C=N1)C=1C=C(C=CC1C(=O)O)C1=CC=CC=C1 3-(6-((2-ethyl-5,7-dimethyl-3H-imidazo[4,5-b]pyridin-3-yl)methyl)pyridin-3-yl)-[1,1'-biphenyl]-4-carboxylic Acid